ClCC1C(CN(C1)C1=NC=NC2=C1OC(C(N2)=O)(C)C)NS(=O)(=O)N N-(4-(chloromethyl)-1-(6,6-dimethyl-7-oxo-7,8-dihydro-6H-pyrimido[5,4-b][1,4]oxazin-4-yl)pyrrolidin-3-yl)sulfamide